ClC=1C=C(C(=O)N2CC(C(=CC2)C2=C3C(=NC(=C2)NC(=O)C2CC2)NC=C3)C)C=C(N1)Cl N-(4-(1-(2,6-dichloroisonicotinoyl)-3-methyl-1,2,3,6-tetrahydropyridin-4-yl)-1H-pyrrolo[2,3-b]pyridin-6-yl)cyclopropylcarboxamide